t-butyl (3aR,5s,6aS)-5-((3-cyclopentylbenzyl)oxy)hexahydrocyclopenta[c]pyrrole-2(1H)-carboxylate C1(CCCC1)C=1C=C(COC2C[C@@H]3[C@@H](CN(C3)C(=O)OC(C)(C)C)C2)C=CC1